C(C)(C)(C)OC(=O)NC(C(=O)O)CC1=CC(=C(C=C1)O)C=O 2-((t-butoxycarbonyl)amino)-3-(3-formyl-4-hydroxyphenyl)propionic acid